C(C)(C)(C)OC(=O)NC1=CC=C(C=C1)C=1SC(=CN1)C(=O)OCC Ethyl 2-(4-((tert-butoxycarbonyl)amino)phenyl)thiazole-5-carboxylate